COC=1C=C(C=CC1OCC#C)/C=C/C(=O)N1CCNCC1 (E)-3-(3-methoxy-4-(prop-2-yn-1-yloxy)phenyl)-1-(piperazin-1-yl)prop-2-en-1-one